5-(4-bromo-1-methyl-1H-pyrazol-3-yl)-2-fluoropyridine BrC=1C(=NN(C1)C)C=1C=CC(=NC1)F